C1(CC1)C1=NN(C=N1)C1CC2(CN(C2)C(=O)N2CC3(C2)CCN(CC3)CC=3SC(=CN3)C(F)F)C1 [6-(3-cyclopropyl-1,2,4-triazol-1-yl)-2-azaspiro[3.3]heptan-2-yl]-[7-[[5-(difluoromethyl)thiazol-2-yl]methyl]-2,7-diazaspiro[3.5]nonan-2-yl]methanone